BrC1=CC=C(C=C1)N1[C@H](CCC1)C1=C(CN2CCN(CC2)C(=O)OC(C)(C)C)C=CC=C1 (R)-tert-butyl 4-(2-(1-(4-bromophenyl)pyrrolidin-2-yl)benzyl)piperazine-1-carboxylate